1-(2,3-Dioleoyloxypropyl)-2,4,6-trimethylpyridinium C(CCCCCCC\C=C/CCCCCCCC)(=O)OC(C[N+]1=C(C=C(C=C1C)C)C)COC(CCCCCCC\C=C/CCCCCCCC)=O